FC(CN1C(=NC=2C1=NC(=CC2)C=2C(=CN1N=C(N=CC12)NC1CCN(CC1)C1COC1)F)C)F 5-(3-(2,2-Difluoroethyl)-2-methyl-3H-imidazo[4,5-b]pyridin-5-yl)-6-fluoro-N-(1-(oxetan-3-yl)piperidin-4-yl)pyrrolo[2,1-f][1,2,4]triazin-2-amine